chloro-1,1,4,4,4-pentafluorobutene ClC(=C(F)F)CC(F)(F)F